4-butoxy-N-([4-(dimethylamino)oxan-4-yl]methyl)-3,5-dimethoxybenzamide C(CCC)OC1=C(C=C(C(=O)NCC2(CCOCC2)N(C)C)C=C1OC)OC